[Rh].[Pd].[Re].[Pt] platinum-rhenium-palladium-rhodium